NN1C=C(C=CC1=O)[C@@H]1OCC[C@@H](C1)C(=O)OC methyl (2R,4S)-2-(1-amino-6-oxo-3-pyridyl)tetrahydropyran-4-carboxylate